({[(2R,3S,4R,5R)-5-{2-chloro-6-[(propan-2-yl)amino]-9H-purin-9-yl}-3,4-dihydroxyoxolanyl-2-yl]methoxy}methyl)phosphonic acid ClC1=NC(=C2N=CN(C2=N1)[C@H]1[C@@H]([C@@H](C(O1)=COCP(O)(O)=O)O)O)NC(C)C